O[C@@H]1[C@H](N(CC1)C(=O)OC(C)(C)C)C tert-Butyl (2R,3S)-3-hydroxy-2-methylpyrrolidine-1-carboxylate